BrC1=C2C=NN(C2=CC2=C1C(C(C2)(C)C)=O)C2OCCCC2 4-bromo-6,6-dimethyl-1-(tetrahydro-2H-pyran-2-yl)-6,7-dihydrocyclopenta[f]indazol-5(1H)-one